3-[5-[3-[4-[(3R,5R)-5-[(5-bromo-1-methyl-6-oxo-pyridazin-4-yl)amino]-1-methyl-3-piperidyl]benzoyl]-3,9-diazaspiro[5.5]undecan-9-yl]-2-fluoro-phenyl]piperidine-2,6-dione BrC1=C(C=NN(C1=O)C)N[C@@H]1C[C@@H](CN(C1)C)C1=CC=C(C(=O)N2CCC3(CC2)CCN(CC3)C=3C=CC(=C(C3)C3C(NC(CC3)=O)=O)F)C=C1